C(=O)C1CCN(CC1)C=1C=C(C=NC1)N1C[C@H](CCC1)C(=O)NC=1C=CC(N(C1)CC(=O)OCC)=O ethyl (S)-2-(5-(1-(5-(4-formylpiperidin-1-yl)pyridin-3-yl)piperidine-3-carboxamido)-2-oxopyridin-1(2H)-yl)acetate